CC(CC(=O)OCC(CCCC)CC)CCCCCCCCC(=O)OCC(CCCC)CC bis(2-ethylhexyl) β-methyldodecanedioate